BrC1=C(C=C(C(=C1)F)OC)NC(C(F)(F)F)=O N-(2-bromo-4-fluoro-5-methoxyphenyl)-2,2,2-trifluoroacetamide